[NH4+].C(C)(C)(C)[S@@](=O)N R-(+)-tert-butyl-sulfinamide ammonium